N1CC(C1)OC=1C=C(C=C2C(=CC(NC12)=O)C)NC(=O)C=1C=C2C(=NC1N1CCOCC1)COC2 N-[8-(azetidin-3-yloxy)-4-methyl-2-oxo-1H-quinolin-6-yl]-2-morpholino-5,7-dihydrofuro[3,4-b]pyridine-3-carboxamide